1,3-Oxazole O1C=NC=C1